(3-(2-((4-(4'-chloro-5'-oxo-5'H-spiro[cyclohexane-1,7'-indolo[1,2-a]quinazolin]-10'-yl)cyclohexyl)methyl)-2,7-diazaspiro[3.5]nonan-7-yl)-4-fluorophenyl)piperidine-2,6-dione ClC=1C=2C(N=C3N(C2C=CC1)C1=CC(=CC=C1C31CCCCC1)C1CCC(CC1)CN1CC3(C1)CCN(CC3)C=3C=C(C=CC3F)N3C(CCCC3=O)=O)=O